C(C)(C)(C)OC(NC(C)C)=O prop-2-ylcarbamic acid tert-butyl ester